methyl 1-tetrahydropyran-2-yl-4-[[4-(trifluoromethyl)phenyl]methyl]indazole-3-carboxylate O1C(CCCC1)N1N=C(C2=C(C=CC=C12)CC1=CC=C(C=C1)C(F)(F)F)C(=O)OC